NC1=C(C=CC(=C1)C#N)SC[C@@H](C(=O)O)NC(=O)OC(C)(C)C (2R)-3-(2-amino-4-cyano-phenyl)sulfanyl-2-(tert-butoxycarbonylamino)propanoic acid